1,2,3,4-tetrahydropyrrolo[3,4-b]indol-7-ol C1NCC=2NC=3C=CC(=CC3C21)O